1,1-dichlorosilylcyclobutane Cl[SiH2]C1(CCC1)[SiH2]Cl